9-((2S,6R)-2,6-dimethylmorpholino)-6,7-dimethoxynaphtho[2,3-c]furan-1(3H)-one C[C@@H]1O[C@@H](CN(C1)C1=C2C=C(C(=CC2=CC2=C1C(OC2)=O)OC)OC)C